(S)-N1,N1-dimethyl-1-(thiophen-3-yl)ethane-1,2-diamine CN([C@H](CN)C1=CSC=C1)C